4-(p-tolyl-seleno)butyronitrile C1(=CC=C(C=C1)[Se]CCCC#N)C